methyl 1,1,2,2-tetrafluoroethyl ether FC(C(F)F)(F)OC